1-(pyrimidin-2-yl)-5-(trifluoromethyl)-1H-Pyrazole-4-carboxamide N1=C(N=CC=C1)N1N=CC(=C1C(F)(F)F)C(=O)N